C(C)N[C@@H](CC(=O)O)C(=O)O ethyl-aspartic acid